1-benzyl piperidine-1,3-dicarboxylate N1(CC(CCC1)C(=O)[O-])C(=O)OCC1=CC=CC=C1